4-(4-tertiary butyl-2-ethoxyphenyl)-2-(2,6-difluorophenyl)-4,5-dihydro-1,3-oxazole C(C)(C)(C)C1=CC(=C(C=C1)C1N=C(OC1)C1=C(C=CC=C1F)F)OCC